N-(4-(4-(2-(3-cyanopyrrolidin-1-yl)-2-oxoethyl)phenyl)-1H-pyrrolo[2,3-b]pyridin-6-yl)cyclopropylcarboxamide C(#N)C1CN(CC1)C(CC1=CC=C(C=C1)C1=C2C(=NC(=C1)NC(=O)C1CC1)NC=C2)=O